N-(2-Amino-4-((4-hydroxybenzyl)amino)phenyl)-7,8-difluorooctanamid NC1=C(C=CC(=C1)NCC1=CC=C(C=C1)O)NC(CCCCCC(CF)F)=O